O1C(=CC=C1)C(=O)O[C@]1(C(CCl)=O)[C@@H](C[C@H]2[C@@H]3CCC4=CC(C=C[C@]4(C)[C@]3([C@H](C[C@]12C)O)Cl)=O)C (11β,16α)-9,21-dichloro-11-hydroxy-16-methyl-3,20-dioxopregna-1,4-dien-17-yl 2-furoate